[N-(2-Aminoethyl)-3-aminopropyl]diethoxymethylsilan NCCNCCC[SiH2]C(OCC)OCC